Magnesium acrylat C(C=C)(=O)[O-].[Mg+2].C(C=C)(=O)[O-]